4-[1-(2,4-Dihydroxyphenyl)-3-methylbutyl]benzene-1,3-diol OC1=C(C=CC(=C1)O)C(CC(C)C)C1=C(C=C(C=C1)O)O